3-((2-ethoxy-2-oxoethyl)carbamoyl)-4-hydroxy-7-phenoxyisoquinolin C(C)OC(CNC(=O)C=1N=CC2=CC(=CC=C2C1O)OC1=CC=CC=C1)=O